6-((4-(1,3,4-oxadiazol-2-yl)-4-phenethylpiperidin-1-yl)methyl)-1H-benzo[d][1,3]oxazin-2(4H)-one O1C(=NN=C1)C1(CCN(CC1)CC1=CC2=C(NC(OC2)=O)C=C1)CCC1=CC=CC=C1